BrC1=CN(C=2C1=NC(=CC2NCC=2SC=CC2)Cl)C 3-bromo-5-chloro-1-methyl-N-(thiophen-2-ylmethyl)-1H-pyrrolo[3,2-b]pyridin-7-amine